CC1N(CCC1C)C1=NC(=NC=C1C(F)(F)F)NC1=CC=C(C=C1)N1C[C@@H](CCC1)O (3R)-1-(4-{[4-(2,3-dimethylpyrrolidin-1-yl)-5-(trifluoromethyl)pyrimidine-2-yl]amino}phenyl)piperidin-3-ol